aluminium 1-ethyl-3-methylimidazolium chloride [Cl-].C(C)N1C=[N+](C=C1)C.[Al]